3-({[(4R)-7-{methyl-[4-(oxacyclohex-4-yl)phenyl]amino}-3,4-dihydro-2H-1-benzopyran-4-yl]methyl}amino)pyridine-4-carboxylic acid CN(C1=CC2=C([C@@H](CCO2)CNC=2C=NC=CC2C(=O)O)C=C1)C1=CC=C(C=C1)C1CCOCC1